BrCC(=O)N1CCN(CC1)S(=O)(=O)C1=CC(=CC=C1)[N+](=O)[O-] 2-bromo-1-(4-((3-(nitro)phenyl)sulfonyl)piperazin-1-yl)ethan-1-one